C(C)(=O)N1CCC2(CN(C(N2CC2=CC(=CC(=C2)OC)F)=O)C2=NC(=C(C=C2)C=2C=NNC2)CC)CC1 8-acetyl-3-(6-ethyl-5-(1H-pyrazol-4-yl)pyridin-2-yl)-1-(3-fluoro-5-methoxybenzyl)-1,3,8-triazaspiro[4.5]decan-2-one